3,5'-dichloro-4-((3,5-difluoropyridin-2-yl)methoxy)-2'-(2-(2-hydroxypropan-2-yl)thiazol-4-yl)-6-methyl-2H-[1,4'-bipyridin]-2-one ClC=1C(N(C(=CC1OCC1=NC=C(C=C1F)F)C)C1=CC(=NC=C1Cl)C=1N=C(SC1)C(C)(C)O)=O